2-(4-(4-iodobenzoyl)phenoxy)-N-(pyridin-3-yl)acetamide IC1=CC=C(C(=O)C2=CC=C(OCC(=O)NC=3C=NC=CC3)C=C2)C=C1